C1=CC=CC=2C3=CC=CC=C3C(C12)COC(=O)NCCOCCC(=O)N(CCOCCOCCOCCC(=O)O)CCOCCOCCOCCC(=O)O 13-(3-(2-((((9H-fluoren-9-yl)methoxy)carbonyl)amino)ethoxy)propanoyl)-4,7,10,16,19,22-hexaoxa-13-azapentacosanedioic acid